(R)-5-(2-(difluoromethyl)-4-methylphenyl)-N-(piperidin-3-yl)pyrido[2,3-d]pyridazin-8-amine FC(C1=C(C=CC(=C1)C)C1=C2C(=C(N=N1)N[C@H]1CNCCC1)N=CC=C2)F